C1(=CC=CC=C1)C1=NC(=NC(=N1)NC1=CC=CC=C1)NC(C)O (4-phenyl-6-(phenylamino)-1,3,5-triazin-2-ylamino)ethanol